P-Toluenesulfonic anhydride CC1=CC=C(C=C1)S(=O)(=O)OS(=O)(=O)C2=CC=C(C=C2)C